C(C)(=O)N1C[C@@H](OCC1)COC1=C(C(=C(C(=O)N)C=C1)C1=C(C=CC2=C1C[C@](O2)(C2=CC=CC=C2)CN)Cl)F 4-(((R)-4-acetylmorpholin-2-yl)methoxy)-2-((2S,4S)-2-(aminomethyl)-5-chloro-2-phenyl-2,3-dihydrobenzofuran-4-yl)-3-fluorobenzamide